FC=1C=C2C=C(NC2=CC1)C(=O)N[C@]1([C@@H](C1)C=C)C(=O)O (1R,2S)-1-(5-fluoro-1H-indole-2-carboxamido)-2-vinylcyclopropane-1-carboxylic acid